ClC=1[N+](=CC=C2C1OCC2)[O-] 7-chloro-2,3-dihydrofuro[2,3-c]pyridine 6-oxide